(R)-3-(3-(((R)-4-Ethyl-1,1-dioxido-3,4-dihydro-2H-benzo[b][1,4,5]oxathiazepin-2-yl)methyl)-4-methylphenyl)-2,2-dimethyl-3-((1-methyl-1H-1,2,3-triazol-4-yl)methoxy)propanoic acid C(C)[C@@H]1CN(S(C2=C(O1)C=CC=C2)(=O)=O)CC=2C=C(C=CC2C)[C@H](C(C(=O)O)(C)C)OCC=2N=NN(C2)C